(3s,5s)-3-aminomethyl-5-methyl-7-(4-trifluoromethyl-phenoxy)-heptanoic acid NC[C@H](CC(=O)O)C[C@@H](CCOC1=CC=C(C=C1)C(F)(F)F)C